C(=O)(OC(C)(C)C)N1C(CNCC1C)C 1-BOC-2,6-dimethylpiperazine